(14S)-8-tert-butyl-17-(4-tert-butylpyridin-2-yl)-12,12-dimethyl-2λ6-thia-3,9,11,18,23-pentaazatetracyclo[17.3.1.111,14.05,10]tetracosa-1(22),5(10),6,8,19(23),20-hexaene-2,2,4-trione C(C)(C)(C)C=1C=CC=2C(NS(C3=CC=CC(NC(CC[C@H]4CC(N(C2N1)C4)(C)C)C4=NC=CC(=C4)C(C)(C)C)=N3)(=O)=O)=O